4-(3-amino-1-(4-(4-methylpiperazin-1-yl)phenyl)-1H-pyrazol-5-yl)-2-fluorobenzonitrile NC1=NN(C(=C1)C1=CC(=C(C#N)C=C1)F)C1=CC=C(C=C1)N1CCN(CC1)C